C(C1=CC=CC=C1)OC1=CC=C(C=C1)N1C=C(C=C1)\C=C/1\C(NC(S1)=O)=O (Z)-5-((1-(4-(benzyloxy)phenyl)-1H-pyrrol-3-yl)methylene)thiazolidine-2,4-dione